CNC1=CC=C(C=C1)CC1=CC=C(C=C1)NC bis-(4-methylaminophenyl)-methane